C(C)(C)(C)OC(NCC1(CN(C1)C1=NC(=NC2=CC=C(C=C12)C)N1CCS(C2=C(C1)C=CC=C2)(=O)=NC2CC2)O)=O ((1-(2-(1-(cyclopropylimino)-1-oxido-1,2,3,5-tetrahydro-benzo[f][1,4]thiazepine-4-yl)-6-methylquinazolin-4-yl)-3-hydroxyazetidin-3-yl)methyl)carbamic acid tert-butyl ester